2,2'-((ethane-1,1-diylbis(4-methyl-2,1-phenylene))bis(oxy))diacetamide Chloroethyl-carbamate ClCCNC(O)=O.C(C)(C1=C(C=CC(=C1)C)OCC(=O)N)C1=C(C=CC(=C1)C)OCC(=O)N